1-methyldimethoxysilyl-2-(diethylamino)(methyldimethoxysilylpropylamino)methylsilylethylene C[Si](C(=CN(CC)CC)[SiH2]CNCCC[Si](OC)(OC)C)(OC)OC